C1OCC12N(CCS2)C(C=C)=O 1-(2-oxa-8-thia-5-azaspiro[3.4]oct-5-yl)prop-2-en-1-one